N-[2-bromo-4-(perfluoroisopropyl)-6-(ethylthio)phenyl]-3-(cyclopropylmethylamino)-2-fluorobenzamide BrC1=C(C(=CC(=C1)C(C(F)(F)F)(C(F)(F)F)F)SCC)NC(C1=C(C(=CC=C1)NCC1CC1)F)=O